C(#N)C1=CC=C(C2=C1CCO2)N2C(=C(CC1=C(N=CC(=C21)C)OCC(F)(F)F)C(=O)N)C 4-cyano-2,3-dihydrobenzofuran-7-yl-2,8-dimethyl-5-(2,2,2-trifluoroethoxy)-1,4-dihydro-1,6-naphthyridine-3-formamide